CO[C@H]1[C@@H](COC1)OC1=NN(C=C1NC=O)C N-(3-(((3R,4R)-4-methoxytetrahydrofuran-3-yl)oxy)-1-methyl-1H-pyrazol-4-yl)formamide